N1C=C(C2=CC=CC=C12)C=1C(NC(C1C1=NC(=NC2=CC=CC=C12)N1CCNCC1)=O)=O 3-(1H-indol-3-yl)-4-[2-(piperazin-1-yl)quinazolin-4-yl]-2,5-dihydro-1H-pyrrole-2,5-dione